ClC1=NC=CC(=N1)C(C(=O)[O-])CCOC.[Li+] Lithium 2-(2-chloropyrimidin-4-yl)-4-methoxybutanoate